CC=1C=C2C(C=C(OC2=C(C1)C(C)NC1=C(C(=O)O)C=CC=C1)C1=CN(C2=CC=CC=C12)C)=O 2-[1-[6-Methyl-2-(1-methylindol-3-yl)-4-oxo-chromen-8-yl]ethylamino]benzoic acid